CN1N=CC=2C1=NC(=CC2N2CCC(CC2)C=2C=NC(=CC2C)N2CCNCC2)C 1,6-dimethyl-4-[4-(4-methyl-6-piperazin-1-yl-3-pyridinyl)-1-piperidinyl]pyrazolo[3,4-b]pyridine